bis(octadecyl) sebacate C(CCCCCCCCC(=O)OCCCCCCCCCCCCCCCCCC)(=O)OCCCCCCCCCCCCCCCCCC